5-oxo-4,5-dihydropyrazine-2-carboxamide O=C1NC=C(N=C1)C(=O)N